N-(2-fluorobenzyl)-4-(1H-indazol-5-yl)-5-(6-methylpyridin-2-yl)-1H-imidazol-2-amine FC1=C(CNC=2NC(=C(N2)C=2C=C3C=NNC3=CC2)C2=NC(=CC=C2)C)C=CC=C1